N1,N1,N2-trimethyl-N2-(4-(4,4,5,5-tetramethyl-1,3,2-dioxaborolan-2-yl)phenyl)ethane-1,2-diamine CN(CCN(C1=CC=C(C=C1)B1OC(C(O1)(C)C)(C)C)C)C